(7R,14R)-1-(difluoromethoxy)-11-(4-(dimethylphosphoryl)-3-fluoro-2-methylphenyl)-6-(methyl-d3)-6,7-dihydro-7,14-methanobenzo[f]benzo[4,5]imidazo[1,2-a][1,4]diazocin-5(14H)-one FC(OC1=CC=CC=2C(N([C@H]3C=4N([C@@H](C21)C3)C3=C(N4)C=CC(=C3)C3=C(C(=C(C=C3)P(=O)(C)C)F)C)C([2H])([2H])[2H])=O)F